C(C)OC(=O)C=1N(C=C(C1C)I)N 1-amino-4-iodo-3-methyl-1H-pyrrole-2-carboxylic acid ethyl ester